C(CCCCCCCCCCCCCCC)(=O)OCCCCCCCCCCCCCCCCCCCC n-eicosyl hexadecanoate